N[C@H](C(=O)NC1=NC=C(C=C1F)F)CO (S)-2-amino-N-(3,5-difluoropyridin-2-yl)-3-hydroxypropionamide